O.O.O.[Mn](=O)(=O)(=O)[O-].[Li+] Lithium permanganat-Trihydrat